C1CC12CCN(CC2)C=2C=C(C=CC2N2N=NC(=C2)C=2C=C1C=CC=NC1=C(C2F)N2CCC(CC2)(F)F)NS(=O)(=O)[C@@H](CO)C (2R)-N-(3-{6-azaspiro[2.5]oct-6-yl}-4-{4-[8-(4,4-difluoropiperidin-1-yl)-7-fluoroquinolin-6-yl]-1H-1,2,3-triazol-1-yl}phenyl)-1-hydroxypropane-2-sulfonamide